ClC=1C=C(C=C(C1)Cl)C(C(F)(F)F)=O 1-(3,5-dichlorophenyl)-2,2,2-trifluoroethan-1-one